FC1(CCC(CC1)OC=1C=C(C(=O)OC)C=C(C1)[N+](=O)[O-])F Methyl 3-(4,4-difluorocyclohexyloxy)-5-nitrobenzoate